2-fluoro-6-(4-(4-(3-methoxy-4-methylphenyl)-1-methyl-6-oxo-1,6-dihydropyridin-3-yl)-1H-pyrazol-1-yl)benzonitrile FC1=C(C#N)C(=CC=C1)N1N=CC(=C1)C1=CN(C(C=C1C1=CC(=C(C=C1)C)OC)=O)C